C(C)OC(=O)N=C=O ethoxycarbonyl isocyanate